FS(C1=CC=C(C=C1)N1C=CC2=CC(=CC=C12)N)(F)(F)(F)F 1-(4-(pentafluoro-λ6-sulfanyl)phenyl)indol-5-amine